2-(4-(4-hydroxybenzoyl)phenoxy)-N-(pyridin-3-yl)acetamide OC1=CC=C(C(=O)C2=CC=C(OCC(=O)NC=3C=NC=CC3)C=C2)C=C1